ClC=1C(=NC=CC1[C@H](CCC=C)N)F (S)-1-(3-chloro-2-fluoropyridin-4-yl)pent-4-en-1-amine